3-(Oxetan-3-yl)-3-azabicyclo[3.1.0]hexan-6-yl (8-amino-7-fluoro-6-(8-methyl-2,3-dihydro-1H-pyrido[2,3-b][1,4]oxazin-7-yl)isoquinolin-3-yl)carbamate NC=1C(=C(C=C2C=C(N=CC12)NC(OC1C2CN(CC12)C1COC1)=O)C1=C(C2=C(OCCN2)N=C1)C)F